amino-2-(1-cyclopentyl-1H-pyrazol-4-yl)benzenesulfonamide Rhodium(III) iodide [Rh](I)(I)I.NC=1C(=C(C=CC1)S(=O)(=O)N)C=1C=NN(C1)C1CCCC1